phenyl (4-((3-chloro-1H-pyrrolo[2,3-b]pyridin-4-yl)oxy)-2-methylphenyl)(phenoxycarbonyl)carbamate ClC1=CNC2=NC=CC(=C21)OC2=CC(=C(C=C2)N(C(OC2=CC=CC=C2)=O)C(=O)OC2=CC=CC=C2)C